(+)-N-(2-((3-Ethyl-2-methyl-1H-indol-6-yl)(phenyl)methyl)benzofuran-3-yl)-4-methylbenzenesulfonamide C(C)C1=C(NC2=CC(=CC=C12)C(C=1OC2=C(C1NS(=O)(=O)C1=CC=C(C=C1)C)C=CC=C2)C2=CC=CC=C2)C